C12(CCC(CC1)C2)[S-] Bicyclo[2.2.1]heptanethiolat